1,5-naphthyridin N1=CC=CC2=NC=CC=C12